(3s,4r)-4-(2,6-difluoro-4-methoxyphenyl)-3-[(5-{4-[(6-methoxypyrimidin-4-yl)oxy]phenyl}-1,3,4-oxadiazol-2-yl)amino]pyrrolidin-2-one FC1=C(C(=CC(=C1)OC)F)[C@H]1[C@@H](C(NC1)=O)NC=1OC(=NN1)C1=CC=C(C=C1)OC1=NC=NC(=C1)OC